1,3,5-tris(3-(benzyloxy)prop-1-en-1-yl)benzene C(C1=CC=CC=C1)OCC=CC1=CC(=CC(=C1)C=CCOCC1=CC=CC=C1)C=CCOCC1=CC=CC=C1